4-(3-aminophenyl)-2-cyclohexylphthalazin-1(2H)-one NC=1C=C(C=CC1)C1=NN(C(C2=CC=CC=C12)=O)C1CCCCC1